OC1=C(C(/C=C/C2CC(=C(C=C2)OC)O)=O)C=C(C=C1)O 2',3,5'-trihydroxy-4-methoxydihydrochalcone